(5S,7S)-7-fluoro-5-phenyl-2-[(S)-1-fluoro-1-methyl-propyl]-6,7-dihydro-5H-pyrrolo[1,2-b][1,2,4]triazole F[C@H]1C[C@H](N2N=C(N=C21)[C@@](CC)(C)F)C2=CC=CC=C2